(R)-N-(2-(1-cyclopropyl-2-hydroxy-2-methylpropyl)-3-oxoisoindolin-4-yl)-3-fluoro-2-methylbenzamide C1(CC1)[C@H](C(C)(C)O)N1CC2=CC=CC(=C2C1=O)NC(C1=C(C(=CC=C1)F)C)=O